1-((6-(1H-1,2,3-triazol-1-yl)pyridin-3-yl)methyl)-4-(1-(fluoromethyl)cyclopropyl)-1,4-dihydropyrazine-2,3-dione N1(N=NC=C1)C1=CC=C(C=N1)CN1C(C(N(C=C1)C1(CC1)CF)=O)=O